CN(C(C(C1=CC=CC=C1)NC(=O)C=1C=C2C=NNC2=CC1)=O)C N-(2-(dimethylamino)-2-oxo-1-phenylethyl)-1H-indazole-5-carboxamide